N,5-dimethyl-1H-indazole CN1N=CC2=CC(=CC=C12)C